1-hydroxy-N-((5-(2-methoxypyridin-4-yl)-2,3-dihydro-1H-inden-4-yl)carbamoyl)-3-methyl-1,3-dihydrobenzo[c][1,2]oxaborole-5-sulfonamide OB1OC(C2=C1C=CC(=C2)S(=O)(=O)NC(NC2=C1CCCC1=CC=C2C2=CC(=NC=C2)OC)=O)C